ClC1=C(N=C(N(C1=O)C1=CC(=NC=C1C)N1N=C(C(=C1)F)C(C)(C)NC(C)=O)C)OC([2H])([2H])C1=NC=C(C=C1F)F (S)-N-(2-(1-(4-(5-chloro-4-((3,5-difluoropyridin-2-yl)methoxy-d2)-2-methyl-6-pyrimidinone-1(6H)-yl)-5-methylpyridin-2-yl)-4-fluoro-1H-pyrazol-3-yl)propan-2-yl)acetamide